N-(5-(1-(cyano(cyclopentyl)methyl)azetidine-3-carboxamido)-2-methylpyridin-3-yl)-2-(1-methyl-1H-pyrazol-4-yl)pyrazolo[5,1-b]thiazole-7-carboxamide C(#N)C(N1CC(C1)C(=O)NC=1C=C(C(=NC1)C)NC(=O)C=1C=NN2C1SC(=C2)C=2C=NN(C2)C)C2CCCC2